tris-hydroxymethyl-aminomethane OCC(N)(CO)CO